2-(1-((3s,5r)-1-benzyl-5-((tert-butyldimethylsilyl)oxy)piperidin-3-yl)-2-oxo-2,3-dihydro-1H-imidazo[4,5-c]pyridin-4-yl)isoindoline-1,3-dione C(C1=CC=CC=C1)N1C[C@H](C[C@H](C1)O[Si](C)(C)C(C)(C)C)N1C(NC=2C(=NC=CC21)N2C(C1=CC=CC=C1C2=O)=O)=O